4-(3,4-dimethoxyphenyl)-5-(4-methoxynaphthalene-1-yl)isoxazole COC=1C=C(C=CC1OC)C=1C=NOC1C1=CC=C(C2=CC=CC=C12)OC